4-((S)-1-(difluoromethyl)-5-fluoro-2,3-dihydro-1H-benzo[d]pyrrolo[1,2-a]imidazol-7-yl)-5-fluoro-N-(5-((8-methyl-3,8-diazabicyclo[3.2.1]octan-3-yl)methyl)pyridin-2-yl)pyrimidin-2-amine FC([C@@H]1CCC=2N1C1=C(N2)C(=CC(=C1)C1=NC(=NC=C1F)NC1=NC=C(C=C1)CN1CC2CCC(C1)N2C)F)F